N[C@@H]1[C@@H](OCC12CCN(CC2)C2=C(N=C1C(=N2)NN=C1C#CC1=C(C=CC=C1F)F)CO)C (6-((3S,4S)-4-amino-3-methyl-2-oxa-8-azaspiro[4.5]decan-8-yl)-3-((2,6-difluorophenyl)ethynyl)-1H-pyrazolo[3,4-b]pyrazin-5-yl)methanol